2-hydroxy-4-(2-(2-methoxyethoxy)ethoxy)benzonitrile OC1=C(C#N)C=CC(=C1)OCCOCCOC